4-(5-Aminopyrazin-2-yl)piperazine-1-carboxylic acid tert-butyl ester C(C)(C)(C)OC(=O)N1CCN(CC1)C1=NC=C(N=C1)N